NCCC(=O)N1CCN(CC1)C(C1=C(C=C(C=C1)NC=1C=2N(C=CN1)C(=CN2)C=2C(=NNC2)C(F)(F)F)Cl)=O 3-amino-1-[4-[2-chloro-4-[[3-[3-(trifluoromethyl)-1H-pyrazol-4-yl]imidazo[1,2-a]pyrazin-8-yl]amino]benzoyl]piperazin-1-yl]propan-1-one